(S)-1-(2-((tert-Butoxycarbonyl)(methyl)amino)-N,4-dimethylpentanamido)cyclopropane-1-carboxylic acid C(C)(C)(C)OC(=O)N([C@H](C(=O)N(C)C1(CC1)C(=O)O)CC(C)C)C